CCCCCCCCCCCCCCC(=O)OC(CC(=O)[O-])C[N+](C)(C)C PENTADECANOYLCARNITINE